(S)-4-(2-chloro-5-ethyl-7-((3-(pivaloyloxy)naphthalen-1-yl)methyl)-5H-pyrrolo[3,2-d]Pyrimidin-4-yl)-2-(cyanomethyl)piperazine-1-carboxylic acid benzyl ester C(C1=CC=CC=C1)OC(=O)N1[C@H](CN(CC1)C=1C2=C(N=C(N1)Cl)C(=CN2CC)CC2=CC(=CC1=CC=CC=C21)OC(C(C)(C)C)=O)CC#N